6-(2-(piperidin-1-yl)ethoxy)nicotinamide N1(CCCCC1)CCOC1=NC=C(C(=O)N)C=C1